chloroserine ethyl ester hydrochloride Cl.C(C)OC([C@@H](NCl)CO)=O